didecyl peroxy dicarbonate C(OCCCCCCCCCC)(OOOOC(OCCCCCCCCCC)=O)=O